C(#N)C1=CC=C(C=C1)C=1SC=C(N1)NC(OC(C)(C)C)=O tert-butyl N-[2-(4-cyanophenyl)thiazol-4-yl]carbamate